4-(6-fluoropyridin-3-yl)-2-oxo-2,5-dihydro-1H-pyrrole-1-carboxylic acid tert-butyl ester C(C)(C)(C)OC(=O)N1C(C=C(C1)C=1C=NC(=CC1)F)=O